O[C@H]1[C@H]([C@@H](O[C@@H]1CO)N1C(NC(C=C1)=O)=O)OCCS 1-((2r,3r,4r,5r)-4-hydroxy-5-(hydroxymethyl)-3-(2-mercaptoethoxy)tetrahydrofuran-2-yl)pyrimidin-2,4(1H,3H)-dione